COC(N(CC=O)CCCCCCCCCCC1C2=CC=CC=C2C=2C=CC=CC12)=O (9H-fluoren-9-yl)-decyl-(2-oxoethyl)carbamic acid methyl ester